FC=1C(=NC(=NC1)NC1CCN(CC1)S(=O)(=O)C)C1=C(N=C(S1)[C@@H]1C[C@@H](CC1)O)C(F)(F)F (1R,3S)-3-[5-[5-fluoro-2-[(1-methylsulfonyl-4-piperidyl)amino]pyrimidin-4-yl]-4-(trifluoromethyl)thiazol-2-yl]cyclopentanol